(S)-(3-(dimethylamino)pyrrolidin-1-yl)(3-((2-(pyridin-3-yl)phenyl)ethynyl)-1H-indazol-5-yl)methanone CN([C@@H]1CN(CC1)C(=O)C=1C=C2C(=NNC2=CC1)C#CC1=C(C=CC=C1)C=1C=NC=CC1)C